6-(4,6-bis(3,4,5-trimethoxystyryl)pyrimidin-2-oxy)hexylguanidine trifluoroacetate FC(C(=O)O)(F)F.COC=1C=C(C=CC2=NC(=NC(=C2)C=CC2=CC(=C(C(=C2)OC)OC)OC)OCCCCCCNC(=N)N)C=C(C1OC)OC